C1(=C(C=CC=C1)CC#N)CC#N 2,2'-(1,2-phenylene)diacetonitrile